COC(C(CC(C)(F)F)C1=C(C(=C(C=C1)NC([C@H](C1CCC(CC1)(F)F)NC(=O)OCC1=CC=CC=C1)=O)N)F)=O 2-(3-amino-4-{[(2S)-2-(benzyloxycarbonylamino)-2-(4,4-difluorocyclohexyl)-acetyl]amino}-2-fluorophenyl)-4,4-difluoropentanoic acid methyl ester